C(C)(=O)N1CC2(C1)CC1(N(C(CN(C1=O)C1=NC=C(C=C1F)Cl)=O)CC1=CC=C(C=C1)F)C2 2-acetyl-10-(5-chloro-3-fluoropyridin-2-yl)-7-(4-fluorobenzyl)-2,7,10-triazadispiro[3.1.56.14]dodecane-8,11-dione